CCCCNC(=O)[C@H]([C@@H]1N[C@H](C(S1)(C)C)C(=O)O)NC(=O)CC2=CC=CC=C2 The molecule is an amide formed between benzylpenicillin and butylamine. It is a monocarboxylic acid amide and a thiazolidinemonocarboxylic acid. It derives from a benzylpenicillin.